ClCC(=O)C1=C(C=C(C#N)C=C1)F 4-(2-chloroacetyl)-3-fluorobenzonitrile